C(C)OC(=O)C=1C(=NC2=CC=C(C=C2C1C)F)O 6-fluoro-2-hydroxy-4-methylquinoline-3-carboxylic acid ethyl ester